OCC12CC(CC2C1)=O 1-(hydroxymethyl)bicyclo[3.1.0]hexan-3-one